C(C(CC(CCC)O)O)O 1,2,4-heptanetriol